FC1=C(C(=CC(=C1)OCCN1C[C@@H](CC1)CF)F)[C@H]1N([C@@H](CC2=C1NC1=CC=CC=C21)C)CC(C)(C)F (1R,3R)-1-(2,6-difluoro-4-(2-((R)-3-(fluoromethyl)pyrrolidin-1-yl)ethoxy)phenyl)-2-(2-fluoro-2-methylpropyl)-3-methyl-2,3,4,9-tetrahydro-1H-pyrido[3,4-b]indole